l-N'-[5-fluoro-6-[7-methoxy-6-[3-(methoxymethyl)-1,2,4-oxadiazol-5-yl]quinolin-4-yl]oxypyridin-3-yl]-1-N-(4-fluorophenyl)cyclopropane-1,1-dicarboxamide FC=1C=C(C=NC1OC1=CC=NC2=CC(=C(C=C12)C1=NC(=NO1)COC)OC)NC(=O)C1(CC1)C(=O)NC1=CC=C(C=C1)F